isobutyric acid 3-(2-(diethylamino) ethyl)-1H-indol-7-yl ester C(C)N(CCC1=CNC2=C(C=CC=C12)OC(C(C)C)=O)CC